O1CCC=2C1=C(N=CC2)C(CC)O (2,3-dihydrofuro[2,3-c]pyridin-7-yl)propan-1-ol